(2S,4R)-N-[2-[[4-[[3-[1-(cyanomethyl)-3-(trifluoromethyl)pyrazol-4-yl]imidazo[1,2-a]pyrazin-8-yl]amino]-2-methylbenzoyl]amino]ethyl]-4-hydroxypyrrolidine-2-carboxamide C(#N)CN1N=C(C(=C1)C1=CN=C2N1C=CN=C2NC2=CC(=C(C(=O)NCCNC(=O)[C@H]1NC[C@@H](C1)O)C=C2)C)C(F)(F)F